4-(2-(5-(4,4,5,5-tetramethyl-1,3,2-dioxaborolan-2-yl)-1H-indazol-1-yl)ethyl)morpholine CC1(OB(OC1(C)C)C=1C=C2C=NN(C2=CC1)CCN1CCOCC1)C